FC1=C(C=CC=C1)C1=NC(=NC(=N1)NC(C)C)NC1=C(C#N)C=CC=N1 (4-(2-fluorophenyl)-6-(isopropylamino)-1,3,5-triazin-2-ylamino)nicotinonitrile